FC1=NC(=CC=C1C=O)NC1=NC=C(C(=N1)C=1C=C(C2=C(N(C(=N2)C)C(C)C)C1)F)F (2-fluoro-6-((5-fluoro-4-(4-fluoro-1-isopropyl-2-methyl-1H-benzo[d]imidazol-6-yl)pyrimidin-2-yl)amino)pyridin-3-yl)methanone